1-(2-methyl-1-cyclopentenyl)ethanone CC1=C(CCC1)C(C)=O